ClC1=CC(=C(C=C1)N1CCC2(CC1)CN(C1=CC(=CC=C12)F)C)[N+](=O)[O-] (4-chloro-2-nitrophenyl)-6-fluoro-1-methyl-1,2-dihydrospiro[indole-3,4'-piperidine]